C1(CCCCCCC1)C(C(=O)NC=1C=NC(=C(C1)F)N1CCOCC1)NC(=O)C=1C(=NOC1)C N-(1-Cyclooctyl-2-{[5-fluoro-6-(morpholin-4-yl)pyridin-3-yl]-amino}-2-oxoethyl)-3-methylisoxazole-4-carboxamide